N=1ON=C2C1C(=CC=C2)C2C=C(NC(=C2)C)C 4-(2,1,3-benzoxadiazol-7-yl)-2,6-dimethyl-1,4-dihydropyridine